2'-chloro-N-(5-(3-chloro-5-(difluoromethyl)picolinoyl)-5,6-dihydro-4H-pyrrolo[3,4-d]thiazol-2-yl)-5'-methoxy-6-methyl-[4,4'-bipyridine]-3-carboxamide ClC1=NC=C(C(=C1)C1=C(C=NC(=C1)C)C(=O)NC=1SC2=C(N1)CN(C2)C(C2=NC=C(C=C2Cl)C(F)F)=O)OC